hydroxy-4-methyltetrahydrofuran OC1OCC(C1)C